O1CCN(CC1)C=1C=C(C=C(C1)S(=O)(=O)C1=CC=CC=C1)C=1C=NC(=NC1)NCCO 2-((5-(3-morpholino-5-(phenylsulfonyl)phenyl)pyrimidin-2-yl)amino)ethan-1-ol